[Si](C)(C)(C(C)(C)C)OC1CCC(CC1)CCC(C)(N)C 4-((1r,4s)-4-((tert-butyldimethylsilyl)oxy)cyclohexyl)-2-methylbutan-2-amine